FC([C@](CCCC)(C)O)(F)C=1C(=C(C=CC1)[C@@H](C)NC(OC(C)(C)C)=O)F |&1:2| tert-butyl [(1R)-1-{3-[(2RS)-1,1-difluoro-2-hydroxy-2-methylhexyl]-2-fluorophenyl}ethyl]carbamate